ethyl N-(4-fluorobenzyl)-P-(4-(5-(trifluoromethyl)-1,3,4-oxadiazol-2-yl)benzyl)phosphonamidate FC1=CC=C(CNP(OCC)(=O)CC2=CC=C(C=C2)C=2OC(=NN2)C(F)(F)F)C=C1